The molecule is (7S,8S)-7-Amino-8-methyl-5,6,7,8-tetrahydronaphthalen-2-ol in which the hydrogen at position 8 and one of the hydrogens at position 6 are substituted by each end of a tetramethylene bridge. A synthetic opioid analgesic, it has mixed opiod agonist and antagonist properties. Although it is used for pain management, it can produce opioid withdrawal syndrome in patients already dependent on other opioids, and its clinical application is limited by side effects such as dizziness. It has a role as an opioid analgesic. It is a member of phenols and a primary amino compound. C[C@]12CCCCC[C@H]([C@@H]1N)CC3=C2C=C(C=C3)O